N-(beta-aminoethyl)aminopropylmethyldimethoxysilane NCCNCCC[Si](OC)(OC)C